2-((S)-4,4-difluoro-3-methylpiperidin-1-yl)-4-methyl-N-(2-((R)-S-methylsulfonimidoyl)pyridin-4-yl)-5-(trifluoromethyl)nicotinamide FC1([C@H](CN(CC1)C1=C(C(=O)NC2=CC(=NC=C2)[S@@](=O)(=N)C)C(=C(C=N1)C(F)(F)F)C)C)F